2-chloro-N-(2,4-dichlorophenyl)acetamide C1=CC(=C(C=C1Cl)Cl)NC(=O)CCl